amino-cyclohexyl-carbamate NN(C([O-])=O)C1CCCCC1